(hydroxymethyl)-1,2,4-triazine-3,5(2H,4H)-dione OCN1N=CC(NC1=O)=O